4-dimethyl-t-butylsiloxy-2-butynal C[Si](OCC#CC=O)(C(C)(C)C)C